ClC1=C(C=C(C(=C1)Cl)OC)NC1=C(C=NC2=CC(=C(C=C12)OC)OCCCN1CCN(CC1)C(CCCCCCNC1=C2C(N(C(C2=CC=C1)=O)C1C(NC(CC1)=O)=O)=O)=O)C#N 4-((2,4-dichloro-5-methoxyphenyl)amino)-7-(3-(4-(7-((2-(2,6-dioxopiperidin-3-yl)-1,3-dioxoisoindolin-4-yl)amino)heptanoyl)piperazin-1-yl)propoxy)-6-methoxyquinoline-3-carbonitrile